Ethyl 2-(4-((2,5-dioxo-3-(3-(trifluoromethyl) phenyl) imidazolin-1-yl) methyl)-2,6-dimethylphenoxy)-2-methylpropionate O=C1N(C(CN1C1=CC(=CC=C1)C(F)(F)F)=O)CC1=CC(=C(OC(C(=O)OCC)(C)C)C(=C1)C)C